ClC=1C(=NC=CN1)CN(C=O)C1CCC(CC1)=O N-((3-chloropyrazin-2-yl)methyl)-4-oxocyclohexylformamide